4-[5-(aminomethyl)pyrimidin-2-yl]-3-[2-(cyclopropylamino)-6-methylpyridin-4-yl]oxybenzonitrile NCC=1C=NC(=NC1)C1=C(C=C(C#N)C=C1)OC1=CC(=NC(=C1)C)NC1CC1